C(=O)(O)[C@H](CSC)NC(N[C@H](C(=O)O)CCC(=O)O)=O (S)-2-[3-((R)-1-carboxy-2-methylsulfanyl-ethyl)-ureido]-pentanedioic acid